5-(4-chloro-2-fluorophenyl)-2,3-dimethyl-7-((3R)-3-(4-pyridyl)-1-piperidinyl)pyrido[4,3-d]pyrimidin-4(3H)-one ClC1=CC(=C(C=C1)C1=NC(=CC=2N=C(N(C(C21)=O)C)C)N2C[C@H](CCC2)C2=CC=NC=C2)F